C(C)OC(C=1C(O)=C(C=CC1)S)=O 3-mercaptosalicylic acid ethyl ester